ON1C(=NC=C(C1=O)OC)C(C)C hydroxy-2-isopropyl-5-methoxy-3H-pyrimidin-4-one